CC1N(C(CCC1)C1=NC=C(C=C1)C(F)(F)F)C=O (2-methyl-6-(5-(trifluoromethyl)pyridin-2-yl)piperidin-1-yl)methanone